CS(=O)(=O)OCC=1C=NC(=C(C1)NC1C(NC(CC1)=O)=O)F (5-((2,6-dioxopiperidin-3-yl)amino)-6-fluoropyridin-3-yl)methyl methanesulfonate